6-ethylthio-3-hepten C(C)SC(CC=CCC)C